C12C(CC(C=C1)C2)C(CCCN2C(C(=C(C2=O)C)C)=O)C 1-(4-bicyclo[2.2.1]hept-5-en-2-ylpentyl)-3,4-dimethyl-1H-pyrrole-2,5-dione